[Zn].C[C@H]1N(CCOC1)C=1C=C(C=2N(N1)C(=CN2)C2=CC=NN2)C2=C1C(=NC=C2)NC=C1 (R)-3-methyl-4-(3-(1H-pyrazol-5-yl)-8-(1H-pyrrolo[2,3-b]pyridin-4-yl)imidazo[1,2-b]pyridazin-6-yl)morpholin zinc